O[C@H]1[C@H](OC[C@@H]([C@H]1O)NC1=NC=CC(=N1)C(F)(F)F)COCCOCCOCCOCC(=O)O 1-((2R,3R,4R,5S)-3,4-dihydroxy-5-((4-(trifluoromethyl)pyrimidin-2-yl)amino)tetrahydro-2H-pyran-2-yl)-2,5,8,11-tetraoxatridecan-13-oic acid